4-[(6-methoxy-1,5-naphthyridin-4-yl)oxyphenyl]-6-methyl-2-oxopyridine-3-carboxamide COC=1N=C2C(=CC=NC2=CC1)OC1=C(C=CC=C1)C1=C(C(NC(=C1)C)=O)C(=O)N